(2-bromopyridin-4-yl)(4-(3,4-dihydroisoquinolin-2(1H)-yl)piperidin-1-yl)methanone BrC1=NC=CC(=C1)C(=O)N1CCC(CC1)N1CC2=CC=CC=C2CC1